3-Amino-6-bromo-5-trifluoromethyl-pyrazine-2-carboxylic acid (2-morpholin-4-yl-2-phenyl-ethyl)-amide N1(CCOCC1)C(CNC(=O)C1=NC(=C(N=C1N)C(F)(F)F)Br)C1=CC=CC=C1